C(C1=CC=CC=C1)OC=1C(=C(N)C=CC1)I 3-(benzyloxy)-2-iodoaniline